BrCC=1C=C(C=CC1)S(=O)(=O)N1CCC(CC1)NC1=NC=C(C=N1)Cl N-(1-((3-(bromomethyl)phenyl)sulfonyl)-piperidin-4-yl)-5-chloropyrimidin-2-amine